C1=C(C=CC2=CC=CC=C12)S(=O)(=O)N1CCC(CC1)CC1=CC=CC=C1 1-((2-naphthyl)sulfonyl)-4-Benzylpiperidine